N-(1-amino-3-hydroxy-1-oxopropan-2-yl)-4-((2-(2-(trifluoromethoxy)ethyl)hydrazineyl)methyl)benzamide NC(C(CO)NC(C1=CC=C(C=C1)CNNCCOC(F)(F)F)=O)=O